BrC=1C(N(C(=CC1OCC1=C(C=C(C=C1)F)F)C)CC1=CC=C(CNC(=O)NC)C=C1)=O N-(4-{[3-bromo-4-[(2,4-difluorobenzyl)oxy]-6-methyl-2-oxopyridin-1(2H)-yl]methyl}benzyl)-N'-methylurea